1,1,4-tribromo-4-propyl-1,4-disilacyclohexane Br[Si]1(CC[Si](CC1)(CCC)Br)Br